1,2-dimethylpiperidinium cyanide [C-]#N.C[NH+]1C(CCCC1)C